CC(C([2H])(C1=CC=CC=C1)C1=NC2=CC=CC=C2C=C1)C (E)-2-(2-methyl-1-phenylpropyl-1-d)quinoline